(R)-4-((1-(2-(4,4-dimethylpiperidin-1-yl)-6-methyl-4-oxo-4H-chromen-8-yl)ethyl)amino)-1-methyl-1H-pyrazole-5-carboxylic acid CC1(CCN(CC1)C=1OC2=C(C=C(C=C2C(C1)=O)C)[C@@H](C)NC=1C=NN(C1C(=O)O)C)C